(2R,3S,4S,5R,6R)-2-(hydroxymethyl)-6-(2-(4-methoxyphenyl)-2-methylpropyloxy)tetrahydro-2H-pyran-3,4,5-triol OC[C@H]1O[C@H]([C@@H]([C@H]([C@@H]1O)O)O)OCC(C)(C)C1=CC=C(C=C1)OC